bipyrrolidinium iodide [I-].[NH+]1(CCCC1)[NH+]1CCCC1.[I-]